3-(difluoromethyl)-5-(2-fluoro-6-pyrimidin-2-yloxy-phenyl)isoxazole FC(C1=NOC(=C1)C1=C(C=CC=C1OC1=NC=CC=N1)F)F